CN1CCC(CC1)N1C=CC2=C(C=CC=C12)C1NCCCC1 1-(1-methylpiperidin-4-yl)-4-(piperidin-2-yl)-1H-indole